C=12N(C3=CC=CC=C3C=CC2=CC=CC1)C(=O)N 2-azatricyclo-[9.4.0.03,8]pentadeca-1(15),3,5,7,9,11,13-heptaene-2-carboxamide